N-((4-methyl-5,6,7,8-tetrahydroquinazolin-2-yl)carbamoyl)-6,7-dihydro-5H-pyrazolo[5,1-b][1,3]oxazine-3-sulfonamide CC1=NC(=NC=2CCCCC12)NC(=O)NS(=O)(=O)C=1C=NN2C1OCCC2